C1(CCCC1)N1C(CN(C=2C(N[C@](NC12)(N)NC=1C=C2CCCN(C2=CC1OC)C(CN1CCN(CC1)S(=O)(=O)C)=O)=O)C)CC (R)-8-cyclopentyl-7-ethyl-2-{{7-methoxy-1-{2-[4-(methylsulfonyl)piperazin-1-yl]acetyl}-1,2,3,4-tetrahydroquinolin-6-yl}amino}-5-methyl-7,8-dihydropterin